(R)-2-(2,3-dihydrobenzo[b][1,4]dioxin-2-yl-5,6,7,8-d4)-4,5-dihydro-1H-imidazole-4,4,5,5-d4 O1C2=C(OC[C@H]1C=1NC(C(N1)([2H])[2H])([2H])[2H])C(=C(C(=C2[2H])[2H])[2H])[2H]